(7-(3-cyano-6-(1-methyl-1H-pyrazol-4-yl)pyrazolo[1,5-a]pyridin-4-yl)quinolin-3-yl)acrylamide C(#N)C=1C=NN2C1C(=CC(=C2)C=2C=NN(C2)C)C2=CC=C1C=C(C=NC1=C2)C(C(=O)N)=C